FC(C1=NC=CC(=C1)N1CC2(C1)CN(CCC2)C(=O)OC(C)(C)C)(F)F tert-butyl 2-[2-(trifluoromethyl)pyridin-4-yl]-2,6-diazaspiro[3.5]nonane-6-carboxylate